B(O)(O)C[N+](CC(C(C[N+](C)(C)CB(O)O)OC(CCCCCCCCCCCCC)=O)OC(CCCCCCCCCCCCC)=O)(C)C N1,N4-bis(boronomethyl)-N1,N1,N4,N4-tetramethyl-2,3-bis(tetradecanoyloxy)butane-1,4-diaminium